FC=1C=CC2=C(N=C(O2)I)C1 5-fluoro-2-iodo-1,3-benzoxazole